NC1=C(C=C(C=N1)C=1C=C2N(N1)CCC21CN(C1)C(=O)NC(C)(C)C1=CC=C(C=C1)F)C(F)(F)F 2'-[6-amino-5-(trifluoromethyl)pyridin-3-yl]-N-[2-(4-fluorophenyl)propan-2-yl]-5',6'-dihydrospiro[azetidine-3,4'-pyrrolo[1,2-b]pyrazole]-1-carboxamide